NCC(CO[C@@H]1CC[C@@H](CC1)C1=CC=CC=C1)N1C(C=CC=C1)=O 1-(1-Amino-3-{[(CIS)-4-phenylcyclohexyl]oxy}propan-2-yl)-1,2-dihydropyridin-2-one